m-toluate C1(=CC(=CC=C1)C(=O)[O-])C